N[C@@H](C(C)C)C(=O)N[C@@H](CC1=CNC2=CC=CC=C12)C(=O)O valyl-tryptophane